gamma-(N-piperidyl)propyltriethoxysilane N1(CCCCC1)CCC[Si](OCC)(OCC)OCC